2-(5-((3-(((2-Chloro-5-(1-(difluoromethyl)-1H-pyrazol-3-yl)pyridin-4-yl)amino)methyl)oxetan-3-yl)methoxy)-1-methyl-1H-pyrazol-4-yl)pyrimidin-4-amine ClC1=NC=C(C(=C1)NCC1(COC1)COC1=C(C=NN1C)C1=NC=CC(=N1)N)C1=NN(C=C1)C(F)F